CN(C1=CC=C(C=C1)C(=O)N1CCOCC1)C (4-(dimethylamino)phenyl)(morpholinyl)methanone